NC=1C=2N(C=C(N1)C=1C(=C(C#N)C=CC1)F)N=C(N2)CC2=C(C=CC=C2C=2C=NN(C2)[C@@H]2C[C@H](C2)NC)F (8-amino-2-(2-fluoro-6-(1-((trans)-3-(methylamino)cyclobutyl)-1H-pyrazol-4-yl)benzyl)-[1,2,4]triazolo[1,5-a]pyrazin-6-yl)-2-fluorobenzonitrile